COC1=NC=2CCN(CC2C=C1NC1=NC=C(C(=N1)NCC(C(=O)O)(C)C)C)C 3-((2-((2-methoxy-6-methyl-5,6,7,8-tetrahydro-1,6-naphthyridin-3-yl)amino)-5-methylpyrimidin-4-yl)amino)-2,2-dimethylpropionic acid